3-[5-(5-chloropyrimidin-2-yl)oxy-2-(trifluoromethyl)quinazolin-4-yl]propanal ClC=1C=NC(=NC1)OC1=C2C(=NC(=NC2=CC=C1)C(F)(F)F)CCC=O